ClC1=CC=C(C(=N1)C(=O)NS(=O)(=O)C)N[C@H](C)C=1C=C(C=C2C(N(C(=NC12)N1CCN(CC1)C1=NC(=NC=C1F)C(F)F)C)=O)C (R)-6-chloro-3-((1-(2-(4-(2-(difluoromethyl)-5-fluoropyrimidin-4-yl)piperazin-1-yl)-3,6-dimethyl-4-oxo-3,4-dihydroquinazolin-8-yl)ethyl)amino)-N-(methylsulfonyl)picolinamide